1-(1-(4-(tert-butyl)benzyl)piperidin-4-yl)-5-fluoro-1H-benzo[d]imidazole C(C)(C)(C)C1=CC=C(CN2CCC(CC2)N2C=NC3=C2C=CC(=C3)F)C=C1